FC(C)(F)C1=NC(=CC(=N1)NC1=CC(=NC=C1C=1SC(=CN1)CCOC)NC(C)=O)C N-(4-((2-(1,1-difluoroethyl)-6-methylpyrimidin-4-yl)amino)-5-(5-(2-methoxyethyl)thiazol-2-yl)pyridin-2-yl)acetamide